1-ethyl-1-pentylpyrrolidinium bis(trifluoromethanesulfonyl)imide salt [N-](S(=O)(=O)C(F)(F)F)S(=O)(=O)C(F)(F)F.C(C)[N+]1(CCCC1)CCCCC